3-((1-(2,6-dimethyl-3-oxo-2,3-dihydro-[1,2,4]triazolo[4,3-a]pyrimidin-7-yl)piperidin-4-yl)oxy)benzonitrile CN1N=C2N(C=C(C(=N2)N2CCC(CC2)OC=2C=C(C#N)C=CC2)C)C1=O